C12(CC(C1)C2)NC2=NC=C(C=N2)C2=NN(C(C=C2)=O)CC(=O)NC2CCC2 2-(3-(2-(bicyclo[1.1.1]pentan-1-ylamino)pyrimidin-5-yl)-6-oxopyridazin-1(6H)-yl)-N-cyclobutyl-acetamide